1-(4-bromobenzyl)piperazine hydrochloride Cl.BrC1=CC=C(CN2CCNCC2)C=C1